CC1(OC=2C=C(C=CC2C=2N=C(SC21)N)C(F)(F)F)CCC2=CC=CC=C2 4-methyl-4-phenethyl-7-(trifluoromethyl)-4H-chromeno[4,3-d]thiazol-2-amine